4-(2-(3,4-dimethoxyphenyl)-3-isopropyl-1H-indol-5-yl)piperidin-2-one COC=1C=C(C=CC1OC)C=1NC2=CC=C(C=C2C1C(C)C)C1CC(NCC1)=O